[2,3'-bipyridine]-6-carboxylic acid N1=C(C=CC=C1C(=O)O)C=1C=NC=CC1